4-chloro-6-{[(4-methoxyphenyl)methyl]carbamoyl}pyridine-2-carboxylic acid methyl ester COC(=O)C1=NC(=CC(=C1)Cl)C(NCC1=CC=C(C=C1)OC)=O